NC1=CC=C(C=N1)CN1C[C@@]2([C@](C1)(CN(C2)C(=O)OC(C)(C)C)C)C tert-butyl (3aR,6aS)-5-((6-aminopyridin-3-yl)methyl)-3a,6a-dimethylhexahydropyrrolo[3,4-c]pyrrole-2(1H)-carboxylate